(R)-tert-butyl 4-(1-(3-bromo-4-(2-methylbenzamido)phenylsulfonamido)ethyl)piperidine-1-carboxylate BrC=1C=C(C=CC1NC(C1=C(C=CC=C1)C)=O)S(=O)(=O)N[C@H](C)C1CCN(CC1)C(=O)OC(C)(C)C